COC(=O)C1=CC=C(C=C1)C#CCN(C(=S)F)C1=CC=CC=C1 (3-(4-methoxycarbonylphenyl)prop-2-yn-1-yl)(phenyl)thiocarbamic acid fluoride